COC1OC2=C(O1)C1=C(C=C2)C2(C3=CC=CC=C3S1)OC(CC(O2)C)C 2'-methoxy-4,6-dimethyl-spiro[1,3-dioxane-2,6'-thiochromeno[3,2-g][1,3]benzodioxole]